C(#N)C1(CC1)CC(=O)N1C2CN(CC1CC2)C=2C1=C(N=C(N2)NC(=O)C2CC2)NC=C1 N-(4-(8-(2-(1-cyanocyclopropyl)acetyl)-3,8-diazabicyclo[3.2.1]oct-3-yl)-7H-pyrrolo[2,3-d]pyrimidin-2-yl)cyclopropylcarboxamide